3-Glycidoxypropyl-trimethoxysilicon C(C1CO1)OCCC[Si](OC)(OC)OC